ClC=1C2=C(N=CN1)N(C(=C2C2=NOC(=C2)C2CC2)C)C(C)C 3-(4-chloro-7-isopropyl-6-methyl-7H-pyrrolo[2,3-d]pyrimidin-5-yl)-5-cyclopropylisoxazole